C(CCC(=O)O)(=O)O.CN1N=C(C(=C1)C1=CC=NC=C1)C1=CC=C(OCC2=NC3=CC=CC=C3C=C2)C=C1 2-[4-[1-Methyl-4-(4-pyridyl)-1H-pyrazol-3-yl]phenoxymethyl]quinoline succinate